CNC(C1=NC=C(C=C1)N1CC2(C1)CN(C2)CC=2C=C1NC(C(=NC1=CC2)CC(F)(F)F)=O)=O N-methyl-5-(6-((3-oxo-2-(2,2,2-trifluoroethyl)-3,4-dihydroquinoxalin-6-yl)methyl)-2,6-diazaspiro[3.3]heptan-2-yl)picolinamide